4-(4-((4-(3-((2-((1S)-1-((tetrahydro-2H-pyran-2-yl)oxy)ethyl)-1H-imidazol-1-yl)methyl-yl)isoxazol-5-yl)phenyl)ethynyl)benzyl)morpholine O1C(CCCC1)O[C@@H](C)C=1N(C=CN1)C=C1NOC(=C1)C1=CC=C(C=C1)C#CC1=CC=C(CN2CCOCC2)C=C1